FC1(CC(C1)C1=NN(C(=C1C1CC(C1)(F)F)NC(OCC(F)F)=O)C)F 2,2-difluoroethyl (3,4-bis(3,3-difluorocyclobutyl)-1-methyl-1H-pyrazol-5-yl)carbamate